1-methyl-3-methoxyethyl-1,2,4-triazolium chloride [Cl-].C[N+]=1NC(=NC1)CCOC